C(=C)C1=CC=C(CCl)C=C1 4-vinylbenzyl chloride